FC1(CCC2=C1N=C(N=C2C2=CC(=CC=C2)B2OC(C(O2)(C)C)(C)C)N2[C@H]([C@@H](C2)O)C)F (2S,3R)-1-[7,7-difluoro-4-[3-(4,4,5,5-tetramethyl-1,3,2-dioxaborolan-2-yl)phenyl]-5,6-dihydrocyclopenta[d]pyrimidin-2-yl]-2-methyl-azetidin-3-ol